C1C2N(C(CN1)=O)CCC2 hexahydropyrrolo[1,2-a]pyrazin-4(1H)-one